ethyl 4-phenoxy-2-pyrrolidin-1-yl-pyrimidine-5-carboxylate O(C1=CC=CC=C1)C1=NC(=NC=C1C(=O)OCC)N1CCCC1